(E)-N-(1-(3-hydroxy-5-(trifluoromethyl)phenyl)ethylidene)-2-methylpropane-2-sulfinamide OC=1C=C(C=C(C1)C(F)(F)F)\C(\C)=N\S(=O)C(C)(C)C